2-((trans)-4-(4-amino-1H-pyrazol-1-yl)cyclohexyl)ethan-1-ol NC=1C=NN(C1)[C@@H]1CC[C@H](CC1)CCO